CC1(CCN2B(O1)C1=C(C(=N2)C2[C@H]3CC4(CC(C[C@H]2C4)C3)O)C3=C(N=C1)NC=C3)C (1s,3R,4r,5S,7s)-4-(9,9-dimethyl-8,9-dihydro-1H,7H-pyrrolo[3'',2'':5',6']pyrido[3',4':4,5][1,2,3]diazaborinino[3,2-b][1,3,2]oxazaborinin-4-yl)adamantan-1-ol